3-bromo-1-(4-bromo-5-methyl-1H-pyrazol-3-yl)propan-1-one hydrobromide Br.BrCCC(=O)C1=NNC(=C1Br)C